2-(tert-butylamino)-4-(3-(hydroxymethyl)pyrrolidin-1-yl)pyrimidine-5-carboxamide C(C)(C)(C)NC1=NC=C(C(=N1)N1CC(CC1)CO)C(=O)N